4-(4-((diethoxythiophosphoryl)oxy)-6-methylpyrimidin-2-yl)butanoic acid C(C)OP(=S)(OCC)OC1=NC(=NC(=C1)C)CCCC(=O)O